(4,7-Dichloro-6-(4-(4-((3-hydroxypyrrolidin-1-yl)methyl)piperidin-1-yl)phenyl)-2H-indazol-2-yl)-2-((R)-6-fluoro-6,7-dihydro-5H-pyrrolo[1,2-c]imidazol-1-yl)-N-(thiazol-2-yl)acetamide ClC=1C2=CN(N=C2C(=C(C1)C1=CC=C(C=C1)N1CCC(CC1)CN1CC(CC1)O)Cl)C(C(=O)NC=1SC=CN1)C1=C2N(C=N1)C[C@@H](C2)F